(1R,3S,5s,7s)-2-azaadamantan-5-ol trifluoroacetate salt FC(C(=O)O)(F)F.[C@@H]12N[C@@H]3CC(CC(C1)C3)(C2)O